4,4-difluoroHexahydro-1lambda6-Thiopyran-1-oxide FC1(CC[SH2](CC1)=O)F